N1=CC(=CC=C1)C(CCC)O 1-(3-pyridyl)-1-butanol